[Al](Cl)(Cl)Cl.CN(P(Cl)Cl)C dimethylphosphoramidous dichloride aluminum chloride